C1(CC1)CN1C(C=2N(CC1C(=O)NCS(=O)(=O)C1=CC=C(C=C1)C)C=C(C(C2O)=O)C(=O)O)=O (cyclopropylmethyl)-3-((4-methylbenzenesulfonylmethyl)aminocarbonyl)-9-hydroxy-1,8-dioxo-1,3,4,8-tetrahydro-2H-pyrido[1,2-a]pyrazine-7-carboxylic acid